C1(CC1)[C@H](C)N1C(C2=C(C=C(C=C2C1)C1=CNC=2N=C(N=C(C21)OC)NC(=O)C2CC2)OC(F)F)=O (S)-N-(5-(2-(1-cyclopropylethyl)-7-(difluoromethoxy)-1-oxoisoindolin-5-yl)-4-methoxy-7H-pyrrolo[2,3-d]pyrimidin-2-yl)cyclopropanecarboxamide